tert-butyl cis-3-(hydroxymethyl)-3-nitrocyclobutane-1-carboxylate OCC1(CC(C1)C(=O)OC(C)(C)C)[N+](=O)[O-]